C1(=CC=CC=C1)C1=CC(=CC=2C3=CC=CC=C3NC12)C1=CC=CC=C1 phenyl-3-phenyl-carbazole